C(CCC)OC(=O)C1=CN(C(C(=C1)C(NC)=O)=O)CC1=C2C=CN(C2=CC=C1)S(=O)(=O)C1=CC=C(C)C=C1 5-(methylcarbamoyl)-6-oxo-1-((1-tosyl-1H-indol-4-yl)methyl)1,6-dihydropyridine-3-carboxylic acid butyl ester